6-amino-3-chloro-5-fluoro-6-(7-fluoro-1H-indol-6-yl)pyridinecarboxylic acid cyanomethyl ester C(#N)COC(=O)C=1NC(C(=CC1Cl)F)(C1=CC=C2C=CNC2=C1F)N